8-(bromomethyl)-7-fluoro-dihydroimidazo[1,2-c]quinazolin-5(3H)-one BrCC=1C=CC2=C3N(C(N=C2C1F)=O)CCN3